(5R,6R)-3-(1-benzyl-5-bromo-1H-indol-3-yl)-5,6-diphenyl-5,6-dihydropyrazin-2(1H)-one C(C1=CC=CC=C1)N1C=C(C2=CC(=CC=C12)Br)C=1C(N[C@@H]([C@H](N1)C1=CC=CC=C1)C1=CC=CC=C1)=O